FC1S(C2=C(COC1)C(=CC(=C2)C(=O)N)F)(=O)=O 2,6-difluoro-1,1-dioxo-3,5-dihydro-2H-4,1λ6-benzoxathiepine-8-carboxamide